CC1=NC2=CN=CC=C2C(=C1)N1CC2=C(CC1)N(N=C2C)CC21CCC(CC2)(CC1)N1CCCC1 2-methyl-4-(3-methyl-1-((4-(pyrrolidin-1-yl)bicyclo[2.2.2]octan-1-yl)methyl)-6,7-dihydro-1H-pyrazolo[4,3-c]pyridin-5(4H)-yl)-1,7-naphthyridine